C(C)N N-ethylammonia